2-(1-fluorocyclopropyl)pyrimidin-4-ol FC1(CC1)C1=NC=CC(=N1)O